N1(C=CC=C1)C1=CC=C(CNC2=CC(=NC=3N2N=CC3C3CC3)Cl)C=C1 N-(4-(1H-pyrrol-1-yl)benzyl)-5-chloro-3-cyclopropylpyrazolo[1,5-a]pyrimidin-7-amine